ClC=1C2=C(N=CN1)N(C=C2F)[C@@H]2C=C([C@H]1OC(O[C@H]12)(C)C)C=C 4-Chloro-7-((3aS,4R,6aR)-2,2-dimethyl-6-vinyl-4,6a-dihydro-3aH-cyclopenta[d][1,3]dioxol-4-yl)-5-fluoro-7H-pyrrolo[2,3-d]pyrimidine